methyl 5-[5-(2-{5-[(2-amino-5-bromophenyl) amino]-2,2-dimethylpiperidin-1-yl} ethoxy)-1-methylpyrazol-4-yl]-1-methyl-6-oxopyridine-3-carboxylate NC1=C(C=C(C=C1)Br)NC1CCC(N(C1)CCOC1=C(C=NN1C)C1=CC(=CN(C1=O)C)C(=O)OC)(C)C